4-ethoxy-3-methyl-phenylboronic acid C(C)OC1=C(C=C(C=C1)B(O)O)C